S1C(=NC2=C1C=CC=C2)S(=O)(=O)N Benzothiazolyl-sulfonamide